ethyl-3-[2-[[(3R)-1-methyl-3-piperidyl]amino]oxazolo[4,5-b]pyridin-5-yl]benzonitrile C(C)C1=C(C#N)C=CC=C1C1=CC=C2C(=N1)N=C(O2)N[C@H]2CN(CCC2)C